NC=1N=C(SC1C(=O)C1=CC(=NO1)Br)N(C1=CC=C(C=C1)F)[C@@H](C(=O)N)C (R)-2-(N-[4-amino-5-(3-bromoisoxazole-5-carbonyl)thiazol-2-yl]-4-fluoro-anilino)propanamide